6-AMINO-2-(TRIFLUOROMETHYL)NICOTINALDEHYDE NC1=NC(=C(C=O)C=C1)C(F)(F)F